(S)-(2-methoxyphenyl)phenylmethanol COC1=C(C=CC=C1)[C@@H](O)C1=CC=CC=C1